N1C=NC2=C1C=CC(=C2)N2C(C(C2C2=C(C=C(C=C2F)OCCC(F)F)F)C2CC2)=O 1-(1H-benzo[d]imidazol-5-yl)-3-cyclopropyl-4-(4-(3,3-difluoropropoxy)-2,6-difluorophenyl)azetidin-2-one